C1(=CC=CC=C1)N=C=NC1=C(C=CC=C1)C N-Phenyl-N'-Tolylcarbodiimide